O=C1NC(CCC1N1C(C2=CC=C(C=C2C1)NS(=O)(=O)C1=CC=C(C=C1)C1=CC=CC=C1)=O)=O N-(2-(2,6-dioxopiperidin-3-yl)-1-oxoisoindolin-5-yl)-[1,1'-biphenyl]-4-sulfonamide